C(C)(=O)C=1C=C(C=C2C(C(=C(OC12)N1CCC2(CC2)CC1)C)=O)C 8-acetyl-2-(6-azaspiro[2.5]octan-6-yl)-3,6-dimethyl-chromen-4-one